C([2H])([2H])([2H])N(C/C=C/C(=O)N1CC2=C([C@@H](C1)C1=C(C(=CC=C1)F)C=1C(=NN(C1)CC)C(F)(F)F)C=C(S2)C#N)C([2H])([2H])[2H] (S,E)-6-(4-(bis(methyl-d3)amino)but-2-enoyl)-4-(2-(1-ethyl-3-(trifluoromethyl)-1H-pyrazol-4-yl)-3-fluorophenyl)-4,5,6,7-tetrahydrothieno[2,3-c]pyridine-2-carbonitrile